SN[C@@](CS)(C(=O)O)S sulfhydryl-2-sulfhydryl-cysteine